9,12-octadecadienoic acid, 2,3-dihydroxypropyl ester C(CCCCCCCC=CCC=CCCCCC)(=O)OCC(CO)O